(R)-7-Fluoro-N-methyl-N-(1-(1-oxo-1,2-dihydroisoquinolin-4-yl)ethyl)indolizine-2-carboxamide FC=1C=CN2C=C(C=C2C1)C(=O)N([C@H](C)C1=CNC(C2=CC=CC=C12)=O)C